15-Hydroxyeicosapentaenoic acid CCC=CCC(C=CC=CCC=CCC=CCCCC(=O)O)O